IC1=C2CN(C(C2=CC=C1)=O)C1C(NC(CC1)=O)=O 3-(4-Iodo-1-oxoisoindolin-2-yl)piperidine-2,6-dione